tert-Butoxycarbonyl-N-(5-fluoro-2-nitro-phenyl)carbamic acid tert-butyl ester C(C)(C)(C)OC(N(C1=C(C=CC(=C1)F)[N+](=O)[O-])C(=O)OC(C)(C)C)=O